1-(2-chloro-9-ethyl-6-(pyridin-4-yl)-9H-purin-8-yl)ethanone ClC1=NC(=C2N=C(N(C2=N1)CC)C(C)=O)C1=CC=NC=C1